C(C)OC(=O)C1=NC=2C=C3C(=CC2C=C1N)N=C(O3)N3CCOCC3 7-amino-2-morpholinyloxazolo[4,5-g]quinoline-6-carboxylic acid ethyl ester